tert-butyl 8-(2,3-dihydro-1H-pyrrolo[2,3-b]pyridin-4-yl)-2-oxa-5,8-diazaspiro[3.5]nonane-5-carboxylate N1CCC=2C1=NC=CC2N2CCN(C1(COC1)C2)C(=O)OC(C)(C)C